CC1=C(OC2=C(C=C(C=C2C1=O)C)C(C)NC1=C(C=CC=C1)B1OC(C(O1)(C)C)(C)C)C1=CC=CC=C1 3,6-dimethyl-2-phenyl-8-[1-[2-(4,4,5,5-tetramethyl-1,3,2-dioxaborolan-2-yl)anilino]ethyl]chromen-4-one